perfluorotri-n-pentyl-amine FC(C(C(C(C(F)(F)F)(F)F)(F)F)(F)F)(N(C(C(C(C(C(F)(F)F)(F)F)(F)F)(F)F)(F)F)C(C(C(C(C(F)(F)F)(F)F)(F)F)(F)F)(F)F)F